CC(=CCC1=C(C(=C2C(=C1O)C(=O)C=C(O2)C3=CC=CC=C3)CC=C(C)C)O)C The molecule is a dihydroxyflavone that is chrysin substituted by prenyl groups at positions 6 and 8 respectively. It is a 7-hydroxyflavonol and a dihydroxyflavone. It derives from a chrysin.